2-(4-bromo-3-methyl-1H-pyrazol-1-yl)-2-methylpropan-1-ol BrC=1C(=NN(C1)C(CO)(C)C)C